4,7-di-(2,6-dimethylphenyl)thienothienyl-5,6-diphenoxy-2,1,3-benzothiadiazole CC1=C(C(=CC=C1)C)S1C=CC2=C1C=C(S2)C2=C(C(=C(C1=NSN=C12)C1=C(C=CC=C1C)C)OC1=CC=CC=C1)OC1=CC=CC=C1